4-((indole-2,3-dione-1-yl)methyl)-N-hydroxybenzamide N1(C(C(C2=CC=CC=C12)=O)=O)CC1=CC=C(C(=O)NO)C=C1